C1(CC1)C1N(C2=CC=C(C=C2CC1)C(F)F)S(=O)(=O)C=1C=CC(=C(CO)C1)OCC1CCOCC1 5-((2-cyclopropyl-6-difluoromethyl-3,4-dihydroquinolin-1(2H)-yl)sulfonyl)-2-((tetrahydro-2H-pyran-4-yl)methoxy)benzyl alcohol